3-iodo-5-methyl-1H-1,2,4-triazole IC1=NNC(=N1)C